4-((2,4-dichloro-5-methoxyphenyl)amino)-7-hydroxyl-6-methoxyquinoline-3-carbonitrile ClC1=C(C=C(C(=C1)Cl)OC)NC1=C(C=NC2=CC(=C(C=C12)OC)O)C#N